C(=C)C(CC)(S(=O)(=O)[O-])C1=NC=CC=C1 vinylpyridylpropanesulfonate